(S)-3-(Boc-amino)-4-(2-bromophenyl)butanoic acid C(=O)(OC(C)(C)C)N[C@H](CC(=O)O)CC1=C(C=CC=C1)Br